CC1=NOC(=C1C=1C=C2C(=NC(=NC2=CC1)C=1C=NN(C1)CC(C)(O)C)N1[C@H](COCC1)C1=CC=CC=C1)C (S)-1-(4-(6-(3,5-dimethylisoxazol-4-yl)-4-(3-phenylmorpholino)quinazoline-2-Yl)-1H-pyrazol-1-yl)-2-methylpropan-2-ol